C(C)(C)(C)OC(=O)N1C(C(CC1)OC1CCCC1)=O 3-(cyclopentyloxy)-2-oxo-pyrrolidine-1-carboxylic acid tert-butyl ester